ClCCN(C1=CC=C(C=C1)C[C@@H](C(=O)O)NC(=O)OC(C)(C)C)CCCl (2S)-3-{4-[bis(2-chloroethyl)amino]phenyl}-2-{[(tert-butoxy)carbonyl]-amino}propanoic acid